NC=1NC(C2=C(N1)NC(C2CCC2=CC=C(C(=O)N[C@@H](CCC(=O)O)C(=O)O)C=C2)=O)=O N-[4-[2-(2-amino-4,6-dioxo-4,5,6,7-tetrahydro-3H-pyrrolo[2,3-d]pyrimidin-5-yl)ethyl]benzoyl]glutamic acid